COC=1C=C(CN(C2=NC=C(C=C2)OCCOCCN2CCOCC2)CC2=CC(=CC=C2)N2CCCC2)C=CC1 N-(3-methoxybenzyl)-5-(2-(2-morpholinoethoxy)ethoxy)-N-(3-(pyrrolidin-1-yl)benzyl)pyridin-2-amine